(S)-2-(6-(2-amino-3-fluoropropyl)-1-methyl-5-oxo-5,6,7,8-tetrahydro-1H-imidazo[4,5-g]isoquinolin-2-yl)-1-(cyclopropylmethyl)-N,N-dimethyl-1H-pyrrolo[2,3-b]pyridine-6-carboxamide N[C@@H](CN1C(C=2C=C3C(=CC2CC1)N(C(=N3)C3=CC=1C(=NC(=CC1)C(=O)N(C)C)N3CC3CC3)C)=O)CF